ClC1=C(CC=2NC=C(N2)C2=CC=CC3=CC=CC=C23)C=CC=C1 2-(2-chlorobenzyl)-4-(1-naphthyl)imidazole